5-((2S,3R,4S,5R)-3,4-dihydroxy-5-(hydroxymethyl)tetrahydrofuran-2-yl)-1-ethynylpyrimidine O[C@H]1[C@@H](O[C@@H]([C@H]1O)CO)C=1C=NCN(C1)C#C